(1S,5R,6S)-3-(6-chloro-2-((1-((dimethylamino)methyl)cyclopropyl)methoxy)-8-fluoro-7-(3-hydroxynaphthalen-1-yl)quinazolin-4-yl)-1-methyl-3,8-diazabicyclo[3.2.1]octan-6-ol ClC=1C=C2C(=NC(=NC2=C(C1C1=CC(=CC2=CC=CC=C12)O)F)OCC1(CC1)CN(C)C)N1C[C@@]2(C[C@@H]([C@@H](C1)N2)O)C